4-(5,6-dimethoxybenzo[b]selenophen-2-yl)-4-oxobutanoic acid COC1=CC2=C([Se]C(=C2)C(CCC(=O)O)=O)C=C1OC